FC(C(=O)NCCCCCNC(OC(C)(C)C)=O)(F)F tert-butyl (5-(2,2,2-trifluoroacetamido)pentyl)carbamate